4-(4-hydroxy-3-methoxyphenyl)-5,6-diphenyl-2-amino-3-cyanopyridine OC1=C(C=C(C=C1)C1=C(C(=NC(=C1C1=CC=CC=C1)C1=CC=CC=C1)N)C#N)OC